Cl.COC1=CC(=C(C=C1)NC1=CC2=C(C=N1)N(C(N2C2CCN(CC2)C)=O)C)C 6-((4-Methoxy-2-methylphenyl)amino)-3-methyl-1-(1-methylpiperidin-4-yl)-1,3-dihydro-2H-imidazo[4,5-c]pyridin-2-one hydrochloride